C(C)OCC1=NC(=NO1)C1=C(C(=NC=C1)NC1=C(C=NC(=C1)NC(CC)=O)C(=O)NC([2H])([2H])[2H])OC 4-({4-[5-(ethoxymethyl)-1,2,4-oxadiazol-3-yl]-3-methoxypyridin-2-yl}amino)-N-(2H3)methyl-6-propanamidopyridine-3-carboxamide